O=C1C(C(CC(C1)C1=CC=CC=C1)=O)=CN[C@@H](C)C(=O)OCC ethyl ((2,6-dioxo-4-phenylcyclohexylidene) methyl)-L-alaninate